C(#N)N1C[C@@H](CC1)NC(C1=CC(=C(C=C1)NC1=NC=CC=N1)OC)=O (R)-N-(1-cyanopyrrolidin-3-yl)-3-methoxy-4-(pyrimidin-2-ylamino)benzamide